diethyl-aluminum ethoxide [O-]CC.C(C)[Al+]CC